The molecule is a leukotriene that is (7E,9E,11Z,14Z)-icosa-7,9,11,14-tetraenoic acid substituted by a hydroxy group at position 5 (5S) and a L-cysteinylglycinyl group at position 6 (6R). It has a role as a human metabolite, a bronchoconstrictor agent and a mouse metabolite. It is an organic sulfide, a dipeptide and a leukotriene. It derives from an icosa-7,9,11,14-tetraenoic acid. It is a conjugate acid of a leukotriene D4(1-). CCCCC/C=C\\C/C=C\\C=C\\C=C\\[C@H]([C@H](CCCC(=O)O)O)SC[C@@H](C(=O)NCC(=O)O)N